N-((1-Benzoylpiperidin-4-yl)methyl)-N-(6-methyl-4-((pyridin-3-ylmethyl)amino)pyridin-2-yl)cyclohexanecarboxamide C(C1=CC=CC=C1)(=O)N1CCC(CC1)CN(C(=O)C1CCCCC1)C1=NC(=CC(=C1)NCC=1C=NC=CC1)C